(1R,3S)-4-Chloro-5'-(7-(2-oxopiperazin-1-yl)-1H-indol-3-yl)-1',2'-dihydrospiro[cyclopentane-1,3'-pyrrolo[2,3-b]pyridine]-3-carboxamide ClC1[C@@H](C[C@@]2(CNC3=NC=C(C=C32)C3=CNC2=C(C=CC=C32)N3C(CNCC3)=O)C1)C(=O)N